FC1=C(C=CC(=C1)F)S(=O)(=O)NC=1C=C(C=NC1OC)C=1C=C2C(=NC=NC2=CC1)N1CC2(CN(C2)C(=O)OC(C)(C)C)CC1 tert-butyl 6-(6-(5-((2,4-difluorophenyl)sulfonamido)-6-methoxypyridin-3-yl)quinazolin-4-yl)-2,6-diazaspiro[3.4]octane-2-carboxylate